FC=1C=C(C2=C(CCO2)C1)C(C[C@](CNC1=C2C=CNC(C2=CC=C1)=O)(C(F)(F)F)O)(C)C (S)-5-[4-(5-fluoro-2,3-dihydrobenzofuran-7-yl)-2-hydroxy-4-methyl-2-trifluoromethyl-pentylamino]isoquinolin-1(2H)-one